[(2S)-1-({(1S)-1-cyano-2-[(3S)-2-oxopyrrolidin-3-yl]ethyl}amino)-5,5,5-trifluoro-1-oxopentan-2-yl]-4-methoxy-1H-indole-2-carboxamide C(#N)[C@H](C[C@H]1C(NCC1)=O)NC([C@H](CCC(F)(F)F)N1C(=CC2=C(C=CC=C12)OC)C(=O)N)=O